DIHYDROCHLORIDE MONOHYDRATE O.Cl.Cl